(3S,4R,5R,6S)-1-[(5S)-6-{[6-(3,5-difluorophenyl)-3-pyridazinyl]methoxy}-5-fluorohexyl]-3,4,5,6-azepanetetrol FC=1C=C(C=C(C1)F)C1=CC=C(N=N1)COC[C@H](CCCCN1C[C@@H]([C@H]([C@@H]([C@H](C1)O)O)O)O)F